CC(=C(C)C)C tetramethyl-ethylene